FC(C(C(C(F)(F)F)(F)F)(F)F)(S(=O)(=O)N1CCNCC1)F 1-(1,1,2,2,3,3,4,4,4-nonafluorobutylsulfonyl)-piperazine